6-Fluoro-4-[2-fluoro-6-methyl-4-(1-methylpyrazol-4-yl)phenyl]sulfonyl-1,5-dimethyl-2,3-dihydroquinoxaline FC=1C(=C2N(CCN(C2=CC1)C)S(=O)(=O)C1=C(C=C(C=C1C)C=1C=NN(C1)C)F)C